ClC1=CC=C(C=C1)C1=C(N=C(N=N1)N)C1=CC=CC=C1 4-Chlorophenyl-5-phenyl-1,2,4-triazin-3-amine